N-ethyl-5-fluoro-2-(3-methyl-6-{1-[(3R)-4-methyl-1-[(3S)-morpholin-3-yl]pentan-3-yl]azetidin-3-yl}imidazo[1,5-a]pyridin-8-yl)-N-(isopropyl)benzamide C(C)N(C(C1=C(C=CC(=C1)F)C=1C=2N(C=C(C1)C1CN(C1)[C@H](CC[C@@H]1NCCOC1)C(C)C)C(=NC2)C)=O)C(C)C